O1COC2=C1C=CC=C2CNC(=O)C2=CC=C1CN(C(N(C1=C2)CC2=C(C=CC=C2F)Cl)=O)C N-(benzo[d][1,3]dioxol-4-ylmethyl)-1-(2-chloro-6-fluorobenzyl)-3-methyl-2-oxo-1,2,3,4-tetrahydroquinazoline-7-carboxamide